CN1C=C(C(=CC1=O)C1=CC(N(C=C1)C)=O)C=1C=NN(C1)C1=C(C#N)C=CC=C1 2-[4-(1,1'-Dimethyl-6,2'-dioxo-1,6,1',2'-tetrahydro-[4,4']bipyridinyl-3-yl)-pyrazol-1-yl]-benzonitrile